C(C)(C)(C)OC=1C=C2CCC=C(C2=CC1)C1=CC=C(C=C1)O 4-[6-(tert-butoxy)-3,4-dihydronaphthalen-1-yl]phenol